ClC1(CC(C1)COC)C=1N=C2C(=NC1)N=C(S2)NC(OC(C)(C)C)=O tert-butyl (6-(1-chloro-3-(methoxymethyl)cyclobutyl)thiazolo[4,5-b]pyrazin-2-yl)carbamate